N1CC(C1)CNC(C1=CC=C(C=C1)[C@@H]1CC2(CC(C2)C#N)CCN1CC1=C2C=CNC2=C(C=C1C1CC1)C)=O N-(azetidin-3-ylmethyl)-4-((2R,4s,6S)-2-cyano-7-((5-cyclopropyl-7-methyl-1H-indol-4-yl)methyl)-7-azaspiro[3.5]nonan-6-yl)benzamide